C1(=CC=CC=C1)C1=NC(=NC(=C1)C1=CC=CC=C1)C1=C(C(=C(C(=C1N1C2=CC=C(C=C2C=2C=C(C=CC12)C)C)C1=NC2=C(N1C1=CC=CC=C1)C=CC=C2)N2C1=CC=C(C=C1C=1C=C(C=CC21)C)C)N2C1=CC=C(C=C1C=1C=C(C=CC21)C)C)N2C1=CC=C(C=C1C=1C=C(C=CC21)C)C 9,9',9'',9'''-(4-(4,6-diphenylpyrimidin-2-yl)-6-(1-phenyl-1H-benzo[d]imidazol-2-yl)benzene-1,2,3,5-tetrayl)tetrakis(3,6-dimethyl-9H-carbazole)